4-(4-benzoylamino-2-oxopyrimidin-1(2H)-yl)cyclohexane-1-carboxylic acid ethyl ester C(C)OC(=O)C1CCC(CC1)N1C(N=C(C=C1)NC(C1=CC=CC=C1)=O)=O